N-methyl-N-(2-methyl-1-(5-(2-((4-(trifluoromethyl)phenyl)amino)phenyl)-1,3,4-oxadiazol-2-yl)propan-2-yl)cyanamide CN(C#N)C(CC=1OC(=NN1)C1=C(C=CC=C1)NC1=CC=C(C=C1)C(F)(F)F)(C)C